tert-Butyl 5-{[(4R)-1-({1-[4-(benzyloxy)phenyl]cyclohexyl}carbonyl)-4-fluoro-D-prolyl]amino}-1H-pyrazolo[4,3-b]pyridine-1-carboxylate C(C1=CC=CC=C1)OC1=CC=C(C=C1)C1(CCCCC1)C(=O)N1[C@H](C[C@H](C1)F)C(=O)NC1=CC=C2C(=N1)C=NN2C(=O)OC(C)(C)C